2-N-butyryl-3-O-(2-(4-isobutylphenyl)propionyl)-D-glucosamine C(CCC)(=O)N[C@H]1C(O)O[C@@H]([C@H]([C@@H]1OC(C(C)C1=CC=C(C=C1)CC(C)C)=O)O)CO